N-(5-((3H-Spiro[benzofuran-2,3'-pyrrolidin]-1'-yl)methyl)thiazol-2-yl)acetamide N1(CC2(CC1)OC1=C(C2)C=CC=C1)CC1=CN=C(S1)NC(C)=O